2-(1-Ethyl-3-(trifluoromethyl)-1H-pyrazol-4-yl)-3-fluoro-4-((4-methoxybenzyl)oxy)aniline C(C)N1N=C(C(=C1)C1=C(N)C=CC(=C1F)OCC1=CC=C(C=C1)OC)C(F)(F)F